OC1(COC2=CC(=CC=C2C1)OCC=1C=NN(C1)C)C 3-hydroxy-3-methyl-7-((1-methyl-1H-pyrazol-4-yl)methoxy)chroman